ethyl 2-(1-methyl-1H-pyrazol-4-yl)-5-morpholinothiazole-4-carboxylate CN1N=CC(=C1)C=1SC(=C(N1)C(=O)OCC)N1CCOCC1